6-(1,1-difluoroethyl)-N-[2-[4-(hydroxymethyl)cyclohexyl]-5-methoxy-1,3-benzothiazol-6-yl]pyridine-2-carboxamide FC(C)(F)C1=CC=CC(=N1)C(=O)NC1=CC2=C(N=C(S2)C2CCC(CC2)CO)C=C1OC